BrC1=C(C=C(C=C1)N1CCN(CC1)C(=O)OC(C)(C)C)[N+](=O)[O-] tert-Butyl 4-(4-bromo-3-nitrophenyl)piperazine-1-carboxylate